(4R,7S)-2-(3-(4-Chlorophenyl)ureido)-9-methyl-5,6,7,8-tetrahydro-4H-4,7-epiminocyclohepta[b]thiophen-3-carboxamid ClC1=CC=C(C=C1)NC(NC1=C(C2=C(S1)C[C@@H]1CC[C@H]2N1C)C(=O)N)=O